(4R,7S)-2-bromo-4,7-dimethyl-4,5,6,7-tetrahydropyrazolo[1,5-a]pyrazine BrC1=NN2C([C@H](NC[C@@H]2C)C)=C1